C(=O)O.C(=O)O.CC=1OC2=NC(=CC(=C2N1)C)C=1C=CC(=C(C1)O)C1=CN=C(N=N1)N(C1CC(NC(C1)(C)C)(C)C)C 5-(2,7-dimethyl[1,3]oxazolo[5,4-b]pyridin-5-yl)-2-{3-[methyl(2,2,6,6-tetramethylpiperidin-4-yl)amino]-1,2,4-triazin-6-yl}phenol diformate